C(C)(C)(C)C=1C=C(C#N)C=CC1OC1=C(C=C(C=C1)C1C=2C(NC(C1)=O)=NNC2)C 3-tert-butyl-4-(2-methyl-4-{6-oxo-2H,4H,5H,6H,7H-pyrazolo[3,4-b]pyridin-4-yl}phenoxy)benzonitrile